4-(2-(4-((4-((3-(N-(tert-butyl)aminosulfonyl)phenyl)amino)-5-methylpyrimidin-2-yl)amino)phenoxy)ethyl)piperazine-1-carboxylic acid tert-butyl ester C(C)(C)(C)OC(=O)N1CCN(CC1)CCOC1=CC=C(C=C1)NC1=NC=C(C(=N1)NC1=CC(=CC=C1)S(=O)(=O)NC(C)(C)C)C